C(C)(C)(C)OC(=O)N1C=CC2=C(C(=CC(=C12)C)OC)CN1[C@@H](CC(CC1)C=1C=NN(C1C)C)C1=CC=C(C=C1)C(=O)OC (S)-4-((4-(1,5-dimethyl-1H-pyrazol-4-yl)-2-(4-(methoxycarbonyl)phenyl)piperidin-1-yl)methyl)-5-methoxy-7-Methyl-1H-indole-1-carboxylic acid tert-butyl ester